C1NCCCC2=C1C=CC=C2 2,3,4,5-tetrahydro-1H-benzo[c]azepin